O1CCC2=C1C=CC=C2CNC2=NC=CC=1N2C=NN1 5-(((2,3-dihydrobenzofuran-4-yl)methyl)amino)-[1,2,4]triazolo[4,3-c]pyrimidin